1-(2-Amino-6-chlorophenyl)ethan-1-one NC1=C(C(=CC=C1)Cl)C(C)=O